(S)-1-isopropyl-N'-((3-methyl-1,2,3,5,6,7-hexahydrodicyclopenta[b,e]pyridin-8-yl)carbamoyl)-1H-pyrazole-3-sulfonimidamide C(C)(C)N1N=C(C=C1)[S@](=O)(N)=NC(NC1=C2C(=NC3=C1CCC3)C(CC2)C)=O